4-(1,2,2-triphenylvinyl)-[1,1'-biphenyl]-4-carboxylic acid C1(=CC=CC=C1)C(=C(C1=CC=CC=C1)C1=CC=CC=C1)C1(CC=C(C=C1)C1=CC=CC=C1)C(=O)O